N-phenyl-N'-2,3-xylyl-p-phenylenediamine C1(=CC=CC=C1)NC1=CC=C(C=C1)NC1=C(C(=CC=C1)C)C